3-(1-cyclopropyl-2-methoxyethyl)-N-(piperidin-4-yl)-1H-pyrrolo[2,3-b]pyridin-5-amine hydrochloride Cl.C1(CC1)C(COC)C1=CNC2=NC=C(C=C21)NC2CCNCC2